(3-(cyclopropylmethoxy)-4-(difluoromethoxy)phenethyl)pyridine C1(CC1)COC=1C=C(CCC2=NC=CC=C2)C=CC1OC(F)F